C[C@H]1CNCC[C@H]1C1=CC(=C(C=C1)OC(F)(F)F)C (3R,4R)-3-Methyl-4-(3-methyl-4-(trifluoromethoxy)phenyl)piperidine